chloro-N-(1-(4,5-dimethyl-6-oxo-1,6-dihydropyrimidin-2-yl)-3-methyl-1H-pyrazol-5-yl)benzamide ClC1=C(C(=O)NC2=CC(=NN2C=2NC(C(=C(N2)C)C)=O)C)C=CC=C1